CC1=C(C2=CC=CC=C2C=C1)N1C(C=CC1=O)=O 1-(2-methylnaphthalene-1-yl)-1H-pyrrole-2,5-dione